1-[5-[4-({(1R)-1-[3-(difluoromethyl)-2-fluorophenyl]ethyl}amino)-2-methylpyrido[3,4-d]pyrimidin-6-yl]hexahydropyrrolo[3,4-c]pyrrol-2(1H)-yl]ethan-1-one FC(C=1C(=C(C=CC1)[C@@H](C)NC=1C2=C(N=C(N1)C)C=NC(=C2)N2CC1C(C2)CN(C1)C(C)=O)F)F